N1C(=NC2=C1C=CC=C2)C2=C(C(=CC=C2)Cl)C=2C(=CC(=CC2)C(N[C@H](C2=CC=CC=C2)C2CC2)=O)C(=O)O (S)-2'-(1H-1,3-benzodiazol-2-yl)-6'-chloro-4-{[cyclopropyl(phenyl)methyl]carbamoyl}-[1,1'-biphenyl]-2-carboxylic acid